4-[6-[difluoro(phenyl)methyl]-2-methyl-pyrimidin-4-yl]piperazine-1-carboxylic acid tert-butyl ester C(C)(C)(C)OC(=O)N1CCN(CC1)C1=NC(=NC(=C1)C(C1=CC=CC=C1)(F)F)C